4,7-dibromo-2-(4-fluorophenyl)-2H-benzo[d][1,2,3]triazole BrC1=CC=C(C2=NN(N=C21)C2=CC=C(C=C2)F)Br